FC1(CCN(CC1)C(=O)C=1C=C2N=C(C=NC2=CC1)C=1C=CC=2C(N1)=CN(N2)C)F (4,4-difluoro-1-piperidinyl)(3-(2-methyl-2H-pyrazolo[4,3-b]pyridin-5-yl)-6-quinoxalinyl)methanone